(3S,4S)-tert-butyl 3-((6-(6-cyclopropylpyrazolo[1,5-a]pyrimidin-3-yl)pyridin-2-yl)amino)-4-fluoropyrrolidine-1-carboxylate C1(CC1)C=1C=NC=2N(C1)N=CC2C2=CC=CC(=N2)N[C@H]2CN(C[C@@H]2F)C(=O)OC(C)(C)C